3-[(4-butoxyphenyl)methyl]-1-[(2,4-difluorophenyl)methyl]-1-(1-methylpiperidin-4-yl)urea C(CCC)OC1=CC=C(C=C1)CNC(N(C1CCN(CC1)C)CC1=C(C=C(C=C1)F)F)=O